(3S,4S)-8-(3-(2,3-dichlorophenyl)-1H-pyrazolo[4,3-b]pyridin-6-yl)-3-methyl-2-oxa-8-azaspiro[4.5]decan-4-amine ClC1=C(C=CC=C1Cl)C1=NNC=2C1=NC=C(C2)N2CCC1([C@@H]([C@@H](OC1)C)N)CC2